1-(5-Nitropyridin-2-yl)-N-(p-tolyl)-1H-indol-5-amine [N+](=O)([O-])C=1C=CC(=NC1)N1C=CC2=CC(=CC=C12)NC1=CC=C(C=C1)C